ClC1=C(C=CC(=N1)C(=O)NC([2H])([2H])[2H])N1CCN(CC1)CC=1C(=C2NC(C=NC2=CC1)=O)F 6-Chloro-5-(4-((5-fluoro-3-oxo-4H-quinoxalin-6-yl)methyl)piperazin-1-yl)-N-(methyl-d3)Pyridine-2-carboxamide